NC1=NC(=NC(=C1C(=O)O)C)C1=C(C=C(C=C1)C(C)(C)C)CO 4-amino-2-(4-(tert-butyl)-2-(hydroxymethyl)phenyl)-6-methylpyrimidine-5-carboxylic acid